7-{3-[(dimethylamino)oxy]azetidin-1-yl}-5-methyl-4-oxo-1-(1,2,4-thiadiazol-5-yl)-1,4-dihydro-1,8-naphthyridine-3-carboxylic acid CN(OC1CN(C1)C1=CC(=C2C(C(=CN(C2=N1)C1=NC=NS1)C(=O)O)=O)C)C